Tert-butyl (7-oxoheptyl)carbamate O=CCCCCCCNC(OC(C)(C)C)=O